ClC1=C(C(=CC=C1)Cl)N1CN=CC=C1 N-(2,6-dichlorophenyl)pyrimidine